Diazacyclooctadecane C1CCCCCCCCNNCCCCCCC1